CC1=CC=CC2=C1N=C(S2)NC(=O)C2C(C1C=CC2C1)C(=O)O 3-[(4-methyl-1,3-benzothiazol-2-yl)carbamoyl]bicyclo[2.2.1]hept-5-ene-2-carboxylic acid